2-(4-((3,5-dimethylpyridin-2-yl)methyl)piperazin-1-yl)-6-fluoro-4-isobutylbenzonitrile CC=1C(=NC=C(C1)C)CN1CCN(CC1)C1=C(C#N)C(=CC(=C1)CC(C)C)F